2-{[4-({5-[(2,4-dichlorophenyl)methoxy]furan-2-yl}methyl)piperazin-1-yl]methyl}-1-{[(2S)-oxetan-2-yl]methyl}-1H-1,3-benzodiazole-6-carboxylic acid ClC1=C(C=CC(=C1)Cl)COC1=CC=C(O1)CN1CCN(CC1)CC1=NC2=C(N1C[C@H]1OCC1)C=C(C=C2)C(=O)O